CC(C)(C)OC(=O)NCCC(=O)O N-Boc-β-alanine